C[C@]12CC[C@H]3[C@H]([C@@H]1CC[C@]2(C#C)O)CCC4=CCCC[C@H]34 ethynylestrenol